OC=1C(=C(C(=O)N)C=CC1)I hydroxyiodobenzamide